NC1(C(C(CCC1)(C)O)=O)C1=C(C(=CC=C1)OC(F)(F)F)F 2-amino-2-(2-fluoro-3-(trifluoromethoxy)phenyl)-6-hydroxy-6-methylcyclohexan-1-one